3-methoxy-1,3,8-trimethyl-5-[[(1R)-1-[3-(1,1-difluoro-2-hydroxy-2-methyl-propyl)phenyl]ethyl]amino]pyrrolo[3,2-g]phthalazin-2-one COC1(C(N(C2=C1C=C1C(=NN=C(C1=C2)C)N[C@H](C)C2=CC(=CC=C2)C(C(C)(C)O)(F)F)C)=O)C